benzyl-tripropylammonium hydroxide [OH-].C(C1=CC=CC=C1)[N+](CCC)(CCC)CCC